C(C)(C)(C)OC(=O)N1CCC(CC1)OCC#CC1=CC=CC=2N(C(N(C21)C)=O)C2C(NC(CC2)=O)=O 4-((3-(1-(2,6-dioxopiperidin-3-yl)-3-methyl-2-oxo-2,3-dihydro-1H-benzo[d]-imidazol-4-yl)prop-2-yn-1-yl)oxy)piperidine-1-carboxylic acid tert-butyl ester